C(C)(=O)N(C=CC1N(C=2C=CC3=C(C2C1(C)C)C=CC=C3)CCCCS(=O)(=O)O)C3=CC=CC=C3 2-[2-(acetylphenylamino)vinyl]-1,1-dimethyl-3-(4-sulfobutyl)-1H-benzo[e]indole